3,3-bis(4'-hydroxy-3'-tert-butyl-phenyl)butanoic acid butyl ester C(CCC)OC(CC(C)(C1=CC(=C(C=C1)O)C(C)(C)C)C1=CC(=C(C=C1)O)C(C)(C)C)=O